1-(2-aminoethyl)-2-piperidinone hydrobromide Br.NCCN1C(CCCC1)=O